2'-[6-amino-5-(trifluoromethyl)pyridin-3-yl]-N-[(1S)-1-(1-methyl-1H-imidazol-2-yl)ethyl]-5',6'-dihydrospiro[pyrrolidine-3,4'-pyrrolo[1,2-b]pyrazole]-1-carboxamide NC1=C(C=C(C=N1)C=1C=C2N(N1)CCC21CN(CC1)C(=O)N[C@@H](C)C=1N(C=CN1)C)C(F)(F)F